COC=1C=C(C=C2C(=NN(C12)C)C)C(=O)N1CCC2(CC1)CC1=C(N=C(S1)C1(CC1)C)C(C2)=O 1'-(7-methoxy-1,3-dimethyl-1H-indazole-5-carbonyl)-2-(1-methylcyclopropyl)-5H-spiro[benzo[d]thiazol-6,4'-piperidin]-4(7H)-one